triisopropyl phosphite Triisopropyl-phosphite C(C)(C)OP(OC(C)C)OC(C)C.P(OC(C)C)(OC(C)C)OC(C)C